FC1=C(C=CC=C1)C1=CC(=CN1S(=O)(=O)C1=CC(=CC=C1)OCCCOC)CNC 1-[5-(2-fluoro-phenyl)-1-{[3-(3-methoxypropoxy)phenyl]sulfonyl}-1H-pyrrol-3-yl]-N-methyl-methylamine